ClC=1C=C(C=CC1CN1CCCC1)CN (3-chloro-4-(pyrrolidin-1-ylmethyl)phenyl)methylamine